3-((1,3-Dioxoisoindolin-2-yl)methyl)-7,8-dihydropyrido[4,3-c]pyridazine-6(5H)-carboxylic acid tert-butyl ester C(C)(C)(C)OC(=O)N1CC2=C(N=NC(=C2)CN2C(C3=CC=CC=C3C2=O)=O)CC1